N-[(1S)-1-cyclopropyl-2,2,2-trifluoroethyl]-6-fluoro-7-[3-(hydroxymethyl)-4-methylpiperazin-1-yl]-4-oxo-1-(2,4,6-trifluorophenyl)-1,4-dihydro-1,8-naphthyridine-3-carboxamide C1(CC1)[C@@H](C(F)(F)F)NC(=O)C1=CN(C2=NC(=C(C=C2C1=O)F)N1CC(N(CC1)C)CO)C1=C(C=C(C=C1F)F)F